CC1=NNC(=C1CC(=O)N1C(CC(C1)F)C(=O)NC(C1=NC=C(C=C1)C(C)C)C1=CC=CC=C1)C 1-[2-(3,5-dimethyl-1H-pyrazol-4-yl)acetyl]-4-fluoro-N-{phenyl[5-(propan-2-yl)pyridin-2-yl]methyl}pyrrolidine-2-carboxamide